OC=1C(=NC=CC1NC1=C(C(C1=O)=O)N[C@@H](C1=NC=CC=C1)C1(CCCC1)C)C(=O)N(C)C (R)-3-hydroxy-N,N-dimethyl-4-((2-(((1-methylcyclopentyl)(pyridin-2-yl)methyl)amino)-3,4-dioxocyclobut-1-en-1-yl)amino)picolinamide